CN(C)[SiH](N(C)C)N(C)C N-[bis(dimethylamino)silyl]-N-methyl-methylamine